N-(2-chloroethyl)piperazine ClCCN1CCNCC1